tert-Butyl 3-amino-5-(2-fluoro-6-methoxyphenyl)-1H-pyrazolo[3,4-c]pyridine-1-carboxylate NC1=NN(C2=CN=C(C=C21)C2=C(C=CC=C2OC)F)C(=O)OC(C)(C)C